OCCCNC1=C2C(=NC(=C1)NCC(=O)O)C=C(S2)C2=CC=NN2 2-(7-(3-hydroxypropylamino)-2-(1H-pyrazol-5-yl)thieno[3,2-b]pyridin-5-ylamino)acetic acid